OC1CN(C1)C1=CC(=NC=N1)NC1=NNC2=CC(=CC=C12)[C@@H]1C[C@@]12C(NC1=CC=C(C=C21)OC)=O (1R,2S)-2-(3-{[6-(3-hydroxyazetidin-1-yl)pyrimidin-4-yl]amino}-1H-indazol-6-yl)-5'-methoxyspiro[cyclopropane-1,3'-indol]-2'(1'H)-one